5-amino-2-methyl-3,4-pyridine-dicarboxylic acid NC=1C(=C(C(=NC1)C)C(=O)O)C(=O)O